O=C1CC2COCC(C1)N2C(=O)OC(C)(C)C tert-Butyl 7-oxo-3-oxa-9-azabicyclo[3.3.1]nonane-9-carboxylate